COC=1C=CC=C2[C@H](CCNC12)N1C(N(C2=NC=NC=C2C1)C)=O |o1:7| 3-[rel-(4S)-8-methoxy-1,2,3,4-tetrahydroquinolin-4-yl]-1-methyl-4H-pyrimido[4,5-d]pyrimidin-2-one